Methyl 4-(1-(2-methoxy-2-oxoethyl)-2,3-dihydro-1H-inden-1-yl)butanoate COC(CC1(CCC2=CC=CC=C12)CCCC(=O)OC)=O